tert-butyl 4-(1-methyl-1H-imidazol-2-yl)-4-oxobutanoate CN1C(=NC=C1)C(CCC(=O)OC(C)(C)C)=O